C1(=CC=CC=C1)C1=CC=NC2=CC(=CC=C12)[N+](=O)[O-] 4-phenyl-7-nitroquinoline